C(=O)OC\C=C\CC\C=C/CC (E,Z)-2,6-nonadien-1-yl formate